COC(CCCCCCC1=C(C=CC=C1)C1=CC(=CC=C1)CC1N(CCCC1NS(=O)(=O)C)C(=O)OC(C)(C)C)=O tert-butyl 2-((2'-(7-methoxy-7-oxoheptyl)-[1,1'-biphenyl]-3-yl)methyl)-3-(methylsulfonamido)piperidine-1-carboxylate